ClC=1C=C(N)C=C(C1)C=1CC(OCC1)C 3-chloro-5-(2-methyl-3,6-dihydro-2H-pyran-4-yl)aniline